COC1=CC=C2C(C3=C(C=NC=C3)OC2=C1)NC(=O)C=1C(NC(=CC1)C(F)(F)F)=O N-(8-methoxy-5H-chromeno[2,3-c]pyridin-5-yl)-2-oxo-6-(trifluoromethyl)-1,2-dihydropyridine-3-carboxamide